3-chloro-1,2,4-triazine ClC=1N=NC=CN1